FC=1C(=CC(=C(C(=O)OC)C1)NC1=C(C=C(C=C1)F)C=O)C(F)(F)F methyl 5-fluoro-2-((4-fluoro-2-formylphenyl) amino)-4-(trifluoromethyl)-benzoate